[Ir].[Re]=O rhenium oxide iridium